[2-(carboxyamino)-3-ethoxy-3-oxopropyl](2,5-dichlorothiophene-3-sulfonyl)carbamic acid C(=O)(O)NC(CN(C(O)=O)S(=O)(=O)C1=C(SC(=C1)Cl)Cl)C(=O)OCC